C(CCCCCCCCCCCCCCCCCCC)NC(=O)N eicosyl-urea